1-Bromododecan BrCCCCCCCCCCCC